5-Fluoro-6-(2-methoxyethoxy)-3-[3-(4-{5H,6H,7H-pyrrolo[3,4-d]pyrimidine-6-carbonyl}phenyl)-1,2-oxazol-5-yl]-1H-indazole FC=1C=C2C(=NNC2=CC1OCCOC)C1=CC(=NO1)C1=CC=C(C=C1)C(=O)N1CC=2N=CN=CC2C1